(3S,9S)-9-ethyl-3,5-difluoro-9-hydroxy-2,3,12,15-tetrahydro-1H,7H,13H-pyrano[3',4':6,7]indolizino[2,1-b]pyrido[3,2,1-ij]quinoline-7,10,13(9H)-trione C(C)[C@]1(C(OCC=2C(N3CC=4N5C6=C(C=C(C=C6C(C4C3=CC21)=O)F)[C@H](CC5)F)=O)=O)O